C[C@@]12[C@@H](CNC1)CN(C2)C(=O)OC(C)(C)C Tert-butyl cis-3a-methylhexahydropyrrolo[3,4-c]pyrrole-2(1H)-carboxylate